2,5-diazaspiro[3.4]octan-6-one hydrochloride Cl.C1NCC12NC(CC2)=O